BrC1=CC=C(C=C1)N1N=CC(=C1C)C(=O)O 1-(p-bromophenyl)-5-methyl-1H-pyrazole-4-carboxylic acid